(S)-N-(4-(4-amino-3,3-dimethylpyrrolidin-1-yl)-2-cyclopropyl-2H-indazol-5-yl)-1-(2,6-difluorophenyl)-6-oxo-1,6-dihydropyridazine-3-carboxamide N[C@H]1C(CN(C1)C=1C2=CN(N=C2C=CC1NC(=O)C1=NN(C(C=C1)=O)C1=C(C=CC=C1F)F)C1CC1)(C)C